(4S)-7-chloro-6-(3-fluoro-6-methoxy-2-pyridyl)-4-methyl-8-(trifluoromethyl)-4H-[1,2,4]triazolo[1,5-a][1,4]benzodiazepine-2-carboxylic acid ClC1=C(C=CC2=C1C(=N[C@H](C=1N2N=C(N1)C(=O)O)C)C1=NC(=CC=C1F)OC)C(F)(F)F